CC1=CC=C(O1)CCC(C=C)=O 5-(5-methylfuran-2-yl)pent-1-en-3-one